C(#N)C1=CC=C(C=C1)CC(=O)OC methyl (4-cyanophenyl)acetate